C(N1CC(CC1)C1=CNC=2C=CC=C(C12)O)([2H])([2H])[2H] 3-(1-(methyl-d3)pyrrolidin-3-yl)-1H-indol-4-ol